C(#N)C[C@H]1CN(CCN1C(C=C)=O)C1=CC(=NC(=N1)OC[C@@H]1N(CCC1)C)C(=O)NC1=CC(=CC2=CC=CC=C12)O 6-[(3S)-3-(cyanomethyl)-4-prop-2-enoyl-piperazin-1-yl]-N-(3-hydroxy-1-naphthyl)-2-[[(2R)-1-methylpyrrolidin-2-yl]methoxy]pyrimidine-4-carboxamide